tert-butyl 3-{4-oxo-5-azaspiro[2.4]heptan-5-yl}-4H,5H,6H,7H-pyrazolo[1,5-a]pyrazine-5-carboxylate O=C1C2(CC2)CCN1C=1C=NN2C1CN(CC2)C(=O)OC(C)(C)C